NC[C@@]1(CN(C[C@@H]1OC1=CC(=C(C=C1)C#N)F)S(=O)(=O)C=1C=CC(=NC1)C#N)O 5-(((3s,4s)-3-(aminomethyl)-4-(4-cyano-3-fluorophenoxy)-3-hydroxypyrrolidin-1-yl)sulfonyl)-pyridine-2-carbonitrile